tert-butyl (1-(2-((3-(1-(3,5-dichlorophenyl)-3-(3,3-dimethylmorpholine-4-carbonyl)-7-methoxy-1,4-dihydrochromeno[4,3-c]pyrazol-8-yl)phenyl)amino)-2-oxoethyl)piperidin-4-yl)carbamate ClC=1C=C(C=C(C1)Cl)N1N=C(C2=C1C=1C=C(C(=CC1OC2)OC)C=2C=C(C=CC2)NC(CN2CCC(CC2)NC(OC(C)(C)C)=O)=O)C(=O)N2C(COCC2)(C)C